diformyl-tricyclo[5.2.1.02,6]Decane C(=O)C12C3(CCC(C2CCC1)C3)C=O